N-(4-(((R)-1-Hydroxy-4-methylpentan-2-yl)amino)-6-(2-(quinolin-3-yl)propyl)-1,3,5-triazin-2-yl)methanesulfonamide OC[C@@H](CC(C)C)NC1=NC(=NC(=N1)CC(C)C=1C=NC2=CC=CC=C2C1)NS(=O)(=O)C